C1(=CC=C(C=C1)N(C1=CC=CC=C1)N1CSC2=C1C=CC=C2)C2=CC=CC=C2 N-(biphenyl-4-yl-N-phenylamino)benzothiazole